4-(methyl(4-quinazolinyl)amino)phenoxypyridineamide CN(C1=CC=C(OC=2C(=NC=CC2)C(=O)N)C=C1)C1=NC=NC2=CC=CC=C12